8-bromo-N-(1-cyanochloropropyl)-3-formyl-N-(4-methoxybenzyl)imidazo[1,2-a]pyridine-6-sulfonamide BrC=1C=2N(C=C(C1)S(=O)(=O)N(CC1=CC=C(C=C1)OC)C(CCCl)C#N)C(=CN2)C=O